(4-methoxyphenyl)-3,5,6,7,8,9-hexahydro-11H-azepino[1,2-a]purin-11-one COC1=CC=C(C=C1)C=1NC=2N=C3N(C(C2N1)=O)CCCCC3